CN[C@@H](CC(C)C)C(=O)O Nα-methyl-L-leucine